CN1C(=NN=C1)C1CC(C1)C#N 3-(4-methyl-4H-1,2,4-triazol-3-yl)cyclobutane-1-carbonitrile